(R)-1-(6-(2-((2,5-Bis(trifluoromethyl)pyrazolo[1,5-a]pyrimidin-7-yl)amino)-1-(4-fluorophenyl)ethyl)-2,6-diazaspiro[3.3]heptan-2-yl)-2-hydroxyethan-1-one FC(C1=NN2C(N=C(C=C2NC[C@@H](C2=CC=C(C=C2)F)N2CC3(CN(C3)C(CO)=O)C2)C(F)(F)F)=C1)(F)F